C1OCC12CN(C2)CCCCCN2C1=CC=C(C=C1OC=1C=C(C=CC21)Br)Br 10-(5-(2-oxa-6-azaspiro[3.3]heptan-6-yl)pentyl)-3,7-dibromo-10H-phenoxazine